4-Acetamido-N-(2-(3,4-dichlorophenyl)thiazol-4-yl)butanamide C(C)(=O)NCCCC(=O)NC=1N=C(SC1)C1=CC(=C(C=C1)Cl)Cl